(S)-5-((4-((2-hydroxy-1-phenylethyl)amino)-5-(3-(pyridin-4-yl)-1,2,4-oxadiazol-5-yl)pyrimidin-2-yl)amino)-3,3-dimethyl-[1,2]oxaborolo[4,3-b]pyridin-1(3H)-ol OC[C@H](C1=CC=CC=C1)NC1=NC(=NC=C1C1=NC(=NO1)C1=CC=NC=C1)NC1=CC=C2C(=N1)C(OB2O)(C)C